7-((2R,3R,4R,5R)-4-(benzyloxy)-5-((benzyloxy)methyl)-3-methoxytetrahydrofuran-2-yl)-4-chloro-5-fluoro-7H-pyrrolo[2,3-d]pyrimidine C(C1=CC=CC=C1)O[C@H]1[C@H]([C@@H](O[C@@H]1COCC1=CC=CC=C1)N1C=C(C2=C1N=CN=C2Cl)F)OC